FC1=CC=CC=2N=C(OC21)C2=CC=C(C=C2)NC(C(C)(C)C)=O N-[4-(7-fluoro-1,3-benzooxazol-2-yl)phenyl]-2,2-dimethyl-propionamide